N-Cyclopentyl-1-methyl-3-(3-phenylpropyl)-1H-1,2,4-triazol-5-amine C1(CCCC1)NC1=NC(=NN1C)CCCC1=CC=CC=C1